2-(3-(hydroxymethyl)-4-(1-methyl-5-(5-(4-(oxetan-3-yl)piperazin-1-yl)pyrazin-2-ylamino)-6-oxo-1,6-dihydropyridin-3-yl)pyridin-2-yl)-3,4,6,7,8,9-hexahydropyrazino[1,2-a]indol-1(2H)-one OCC=1C(=NC=CC1C1=CN(C(C(=C1)NC1=NC=C(N=C1)N1CCN(CC1)C1COC1)=O)C)N1C(C=2N(C=3CCCCC3C2)CC1)=O